2-[[(2R,7aS)-2-fluoro-hexahydro-1H-pyrrolizin-7a-yl]methoxy]-6-chloro-7-[8-ethyl-3-(methoxymethoxy)naphthalen-1-yl]-8-fluoro-3,4-dihydroquinazolin-4-one F[C@@H]1C[C@@]2(CCCN2C1)COC1=NC2=C(C(=C(C=C2C(N1)=O)Cl)C1=CC(=CC2=CC=CC(=C12)CC)OCOC)F